(2-hydroxypropan-2-yl)isonicotinic acid methyl ester COC(C1=C(C=NC=C1)C(C)(C)O)=O